3-[2-(2-aminoethylamino)ethylamino]propyl-triethoxysilane NCCNCCNCCC[Si](OCC)(OCC)OCC